CN(CCOC1=NC=C(C=C1)C1=CC2=NC=CC(=C2O1)C1=CC(=CC=C1)S(=O)(=O)C)C N,N-dimethyl-2-((5-(7-(3-(methylsulfonyl)phenyl)furo[3,2-b]pyridin-2-yl)pyridin-2-yl)oxy)ethan-1-amine